ClC1=CC(=C(C=C1)[C@@]1(OC2=C(C=CC=C2C=C1F)C1CCN(CC1)CC1=NC=2C(=NC(=CC2)C(=O)O)N1C[C@H]1OCC1)[2H])F 2-((4-((S)-2-(4-chloro-2-fluorophenyl)-3-fluoro-2H-chromen-8-yl-2-d)piperidin-1-yl)methyl)-3-(((S)-oxetan-2-yl)methyl)-3H-imidazo[4,5-b]pyridine-5-carboxylic acid